C1(CCCC1)NC(=O)N1[C@H]2CN(C[C@@H]1CC2)C2=NC(=NC1=CC(=CC=C21)C2=CC(=CC1=CC=CC=C21)O)OCC21CCCN1CCC2 (1R,5S)-N-cyclopentyl-3-(7-(3-hydroxynaphthalen-1-yl)-2-((tetrahydro-1H-pyrrolizin-7a(5H)-yl)methoxy)quinazolin-4-yl)-3,8-diazabicyclo[3.2.1]octane-8-carboxamide